6-[(2R,4S)-4-[(4-methanesulfonylphenoxy)methyl]-2-methylpyrrolidin-1-yl]-5,6,7,8-tetrahydronaphthalene-1-carbonitrile CS(=O)(=O)C1=CC=C(OC[C@H]2C[C@H](N(C2)C2CC=3C=CC=C(C3CC2)C#N)C)C=C1